(4-(ethylsulfonyl)benzyl)-6-((2S)-2-(hydroxymethyl)-4-(4-(trifluoromethyl)phenyl)pyrrolidin-1-yl)nicotinamide C(C)S(=O)(=O)C1=CC=C(CC2=C(C(=O)N)C=CC(=N2)N2[C@@H](CC(C2)C2=CC=C(C=C2)C(F)(F)F)CO)C=C1